N-[[2-(2-oxo-imidazolium-1-yl)ethoxy]methyl]acrylamide O=C1N(C=C[NH2+]1)CCOCNC(C=C)=O